trans-[4-[(2-methylimidazo[1,2-b]pyridazin-7-yl)methyl]cyclohexyl]-[(3S)-3-pyrazin-2-yl-1,2-oxazolidin-2-yl]methanone CC=1N=C2N(N=CC(=C2)C[C@@H]2CC[C@H](CC2)C(=O)N2OCC[C@H]2C2=NC=CN=C2)C1